3-(((2R)-2-(difluoromethyl)piperazin-1-yl)methyl)pyridazine FC([C@@H]1N(CCNC1)CC=1N=NC=CC1)F